P(O)(O)=O.C1(=CC=CC=C1)P(C1=C(C=CC(=C1)O)O)C1=CC=CC=C1 (2-(diphenylphosphino)-1,4-benzenediol) phosphonate